O=C1N(C=CC=C1)C=1C=CC[C@H]2C1OCCN2 (4S,4aS)-8-(2-Oxopyridin-1(2H)-yl)-1,2,4a,5-tetrahydro-4H-benzo[b][1,4]oxazin